6-isopropyl-9-((1-isopropylpiperidin-4-yl)methoxy)-2-oxo-10-(thiazol-2-yl)-6,7-dihydro-2H-pyrido[2,1-a]isoquinoline-3-carboxylic acid C(C)(C)C1N2C(C3=CC(=C(C=C3C1)OCC1CCN(CC1)C(C)C)C=1SC=CN1)=CC(C(=C2)C(=O)O)=O